6-(3,5-difluoroanilino)-3-methoxy-pyrazine-2-carboxylic acid FC=1C=C(NC2=CN=C(C(=N2)C(=O)O)OC)C=C(C1)F